N-(3-fluoro-4-nitrophenyl)acrylamide tert-butyl-3-(1-methyl-1H-pyrazol-4-yl)-3,4-dihydroisoquinoline-2(1H)-carboxylate C(C)(C)(C)OC(=O)N1CC2=CC=CC=C2CC1C=1C=NN(C1)C.FC=1C=C(C=CC1[N+](=O)[O-])NC(C=C)=O